C(C)(C)C1=C(NC2=CC=C(C=C12)OC1CCN(CC1)CC(=O)N(C)C)C=1C=C(C=2N(C1)N=CN2)OC 2-(4-((3-isopropyl-2-(8-methoxy-[1,2,4]triazolo[1,5-a]pyridin-6-yl)-1H-indol-5-yl)oxy)piperidin-1-yl)-N,N-dimethylacetamide